[2H]C(CCCCC(=O)O)(C#C)[2H] 6,6-Dideuteriooct-7-ynoic acid